NC1CCN(CC1)S(=O)(=O)C=1C=C(CN2CCN(CC2)C=2C=C3C(N(C(C3=CC2F)=O)C2C(NC(CC2)=O)=O)=O)C=CC1 5-(4-(3-((4-aminopiperidin-1-yl)sulfonyl)benzyl)piperazin-1-yl)-2-(2,6-dioxopiperidin-3-yl)-6-fluoroisoindoline-1,3-dione